2-[3'-tert-butyl-2'-hydroxy-5'-(3''-methacryloyloxypropyl)phenyl]-5-methoxybenzotriazole C(C)(C)(C)C=1C(=C(C=C(C1)CCCOC(C(=C)C)=O)N1N=C2C(=N1)C=CC(=C2)OC)O